O1C(=CCC1)C1=NC(=NC(=C1)NC1=NNC(=C1)C)N(C1C[C@H]2CCC[C@@H](C1)N2CC(=O)NCC)C 2-((1R,3s,5S)-3-((4-(4,5-dihydrofuran-2-yl)-6-((5-methyl-1H-pyrazol-3-yl)amino)pyrimidin-2-yl)(methyl)amino)-9-azabicyclo[3.3.1]nonan-9-yl)-N-ethylacetamide